C(#N)C1=C(C=CC=C1)N1N=CC(=C1)C=1C(=CC(N(C1)C)=O)C1=CC=C(C(=O)NC)C=C1 4-{5-[1-(2-Cyano-phenyl)-1H-pyrazol-4-yl]-1-methyl-2-oxo-1,2-dihydro-pyridin-4-yl}-N-methyl-benzamide